CO[Si](C1C2CC(C(C1)C2)CC[Si](OC)(OC)OC)(OC)OC 2-(trimethoxysilyl)-5-[2-(trimethoxysilyl)ethyl]bicyclo[2.2.1]heptane